COC=1C(=CC2=C(N=C(S2)NC(C(OC)C2=CC=C(C=C2)S(=O)(=O)CC)=O)C1)OC N-(5,6-dimethoxybenzothiazol-2-yl)-2-[4-(ethylsulfonyl)phenyl]-2-methoxyacetamide